NC1=C(C(=O)O)C=C(C=N1)C=1C=C2C=NN(C2=CC1)C1CCOCC1 2-amino-5-(1-(tetrahydro-2H-pyran-4-yl)-1H-indazol-5-yl)nicotinic acid